stilbenedi-sulphonic acid C1(=C(C(=CC=C1)S(=O)(=O)O)S(=O)(=O)O)C=CC1=CC=CC=C1